tert-butyl (2-((6-bromopyridin-2-yl)amino)-2-oxoethyl)carbamate BrC1=CC=CC(=N1)NC(CNC(OC(C)(C)C)=O)=O